2-(((2R,3R,4S,5R)-5-(6-(N-(tert-butoxycarbonyl)amino)-2-chloro-9H-purin-9-yl)-3-((tert-butoxycarbonyl)oxy)-4-fluorotetrahydrofuran-2-yl)methoxy)malonic acid diethyl ester C(C)OC(C(C(=O)OCC)OC[C@H]1O[C@H]([C@H]([C@@H]1OC(=O)OC(C)(C)C)F)N1C2=NC(=NC(=C2N=C1)NC(=O)OC(C)(C)C)Cl)=O